FC(C=1C=C(C=C(C1)C(F)(F)F)C1=NN(C=N1)/C=C(/C(=O)N(C)C)\C=1C=NC=CC1)(F)F (E)-3-(3-(3,5-bis-(trifluoromethyl)-phenyl)-1H-1,2,4-triazol-1-yl)-N,N-dimethyl-2-(pyridin-3-yl)-acrylamide